3α-(3α,7α-dihydroxy-6α-ethyl-5β-cholan-24-oyloxy)-7α-hydroxy-6α-ethyl-5β-cholan-24-oic acid O[C@H]1C[C@H]2[C@H]([C@H]([C@H]3[C@@H]4CC[C@H]([C@@H](CCC(=O)O[C@H]5C[C@H]6[C@H]([C@H]([C@H]7[C@@H]8CC[C@H]([C@@H](CCC(=O)O)C)[C@]8(CC[C@@H]7[C@]6(CC5)C)C)O)CC)C)[C@]4(CC[C@@H]3[C@]2(CC1)C)C)O)CC